Butyl-4-hydroxybenzylphosphonic acid ethyl ester C(C)OP(O)(=O)C(C1=CC=C(C=C1)O)CCCC